FC(C=1C2=C(N(N1)CC(=O)O)C(C1C2C1)(F)F)F 2-(3-(difluoromethyl)-5,5-difluoro-3b,4,4a,5-tetrahydro-1H-cyclopropa[3,4]cyclopenta[1,2-c]pyrazol-1-yl)acetic acid